(1S,2R)-3-amino-2-fluoro-1-(4-fluorophenyl)-2-methylpropan-1-ol hydrochloride Cl.NC[C@@]([C@@H](O)C1=CC=C(C=C1)F)(C)F